tetradecyl tartrate C(=O)(OCCCCCCCCCCCCCC)C(O)C(O)C(=O)[O-]